4-(4-(((3R,5R)-5-fluoro-1-methylpiperidin-3-yl)amino)phthalazin-1-yl)-3-hydroxybenzonitrile F[C@@H]1C[C@H](CN(C1)C)NC1=NN=C(C2=CC=CC=C12)C1=C(C=C(C#N)C=C1)O